2-Chloro-6-methyl-6H-pyrimido[5,4-b][1,4]oxazin-7(8H)-one ClC=1N=CC=2OC(C(NC2N1)=O)C